4-HEPTYL-CYCLOHEXANE tert-butyl-((1r,4r)-4-(((4-(2,6-dimethylmorpholino)-3-fluorophenyl)amino)methyl)cyclohexyl)carbamate C(C)(C)(C)N(C(O)=O)C1CCC(CC1)CNC1=CC(=C(C=C1)N1CC(OC(C1)C)C)F.C(CCCCCC)C1CCCCC1